C(C)C=1C(=CC=C2C=C(C=C(C12)C1=C(C=2N=C(N=C(C2C=N1)N1CC2CCC2C1)OC[C@]12CCCN2C[C@@H](C1)F)F)O)F 3-(7-(8-ethyl-7-fluoro-3-hydroxynaphthalen-1-yl)-8-fluoro-2-(((2R,7aS)-2-fluorohexahydro-1H-pyrrolizin-7a-yl)methoxy)pyrido[4,3-d]pyrimidin-4-yl)-3-azabicyclo[3.2.0]heptan